(S)-2-((((9H-fluoren-9-yl)methoxy)carbonyl)amino)-3-(6-cyanopyridin-2-yl)propionic acid C1=CC=CC=2C3=CC=CC=C3C(C12)COC(=O)N[C@H](C(=O)O)CC1=NC(=CC=C1)C#N